N-(tert-butyl)-3-((2-((6-(4-(4-(2,6-dioxopiperidin-3-yl)benzyl)piperazin-1-yl)pyridazin-3-yl)amino)-5-methylpyrimidin-4-yl)amino)benzenesulfonamide C(C)(C)(C)NS(=O)(=O)C1=CC(=CC=C1)NC1=NC(=NC=C1C)NC=1N=NC(=CC1)N1CCN(CC1)CC1=CC=C(C=C1)C1C(NC(CC1)=O)=O